C1(=CC1)CCC(=O)O.CC1=C(N=NC(=C1C)C1=CC=NN1C)N1CCC(CC1)NC(C1=C(C=C(C=C1)F)C(F)(F)F)=O N-(1-(4,5-dimethyl-6-(1-methyl-1H-pyrazol-5-yl)pyridazin-3-yl)piperidin-4-yl)-4-fluoro-2-(trifluoromethyl)benzamide 3-(cycloprop-1-en-1-yl)propanoat